O-benzyl-N-(t-butoxycarbonyl)-L-serine C(C1=CC=CC=C1)OC[C@H](NC(=O)OC(C)(C)C)C(=O)O